P(=O)(OF)([O-])[O-] mono-fluoro phosphate